N(N)C1=NC(=CC(=N1)C#N)NC1=C(C=CC=C1)Br 2-hydrazino-6-[(2-bromophenyl)amino]pyrimidine-4-carbonitrile